C1(CCC1)NC(=O)C1=CC(=C(N1)C(=O)NC)OC(C)C1=C(C=CC=C1)F N5-cyclobutyl-3-(1-(2-fluorophenyl)ethoxy)-N2-methyl-1H-pyrrole-2,5-dicarboxamide